NC=1C=C2CC(CC2=CC1)NC(OC(C)(C)C)=O tert-butyl N-(5-aminoindan-2-yl)-carbamate